2,4-dimethyl-5-((4-(7-methyl-[1,2,4]triazolo[1,5-a]pyridin-6-yl)piperidin-1-yl)sulfonyl)thiazole CC=1SC(=C(N1)C)S(=O)(=O)N1CCC(CC1)C=1C(=CC=2N(C1)N=CN2)C